C(C)(C)(C)OC(=O)N(C[C@@H](C(=O)O)C1=CC=C(C=C1)Cl)C(C)C (S)-3-[tert-butoxycarbonyl-(isopropyl)amino]-2-(4-chlorophenyl)propionic acid